ClC1=CC=2N3[C@H]4C=5C(=CC=CC5C(N([C@@H](C3=NC2C=C1)C4)C)=O)OC(F)F (1R,11R)-5-chloro-18-(difluoromethoxy)-12-methyl-2,9,12-triazapentacyclo[9.8.1.02,10.03,8.014,19]eicosa-3(8),4,6,9,14(19),15,17-heptaen-13-one